C(CCCCCCCCCCC)OC(CCSCCC(=O)OCCCCCCCCCCCC)=O.C(C)(C)C1=C(OC=2C=CC(=C(C(=O)N)C2)C2CN(CC2)C(=O)C2=NC=CN=C2)C=CC=C1 5-(2-isopropylphenoxy)-2-(1-(pyrazine-2-carbonyl)pyrrolidin-3-yl)benzamide didodecyl-3,3'-thiodipropionate